CC1=CC(=NN1)C=1C(=NN2C1N=C(C=C2N2CCOCC2)N)C2=CC=NC=C2 (5-methyl-1H-pyrazol-3-yl)-7-morpholino-2-(4-pyridinyl)pyrazolo[1,5-a]pyrimidin-5-amine